ClC1=NC=C(C(=N1)N(NC)CC1=CC(=C(C=C1)C=1N(C=C(N1)C(F)(F)F)C)F)N 2-Chloro-4-(1-(3-fluoro-4-(1-methyl-4-(trifluoromethyl)-1H-imidazol-2-yl)benzyl)-2-methyl-hydrazino)pyrimidin-5-amine